FC1([C@@H](CC(CC1)(C)C)[C@@H](C(=O)NC1=CC=C(C=C1)C=1C(=NNC1C)C)NC(=O)C=1N(N=CC1)CC)F N-[(1S)-1-[(1S)-2,2-difluoro-5,5-dimethyl-cyclohexyl]-2-[4-(3,5-dimethyl-1H-pyrazol-4-yl)anilino]-2-oxo-ethyl]-2-ethyl-pyrazole-3-carboxamide